C(C)(C)(C)O[Sn]1(N(CCC1)C=C)OC(C)(C)C 2,2-di-tert-butoxy-1-vinyl-1,2-azastannolidine